D-Tagaturonic acid OCC(=O)[C@@H](O)[C@@H](O)[C@H](O)C(=O)O